FC1=CC=CC(=N1)NC1=NC=C(C(=O)NOC)C(=C1)NC1=C(C=C(C=C1)C)N(S(=O)(=O)C)C 6-((6-fluoropyridin-2-yl)amino)-N-methoxy-4-((4-methyl-2-(N-methyl-methanesulfonamido)phenyl)amino)nicotinamide